4-methyl-butadiene CC=CC=C